(1S,4S)-(4-hydroxycyclohexyl)urea OC1CCC(CC1)NC(=O)N